methyl-2,6-diazaspiro[3.3]heptan CC1NCC12CNC2